3-(5-(bis(4-methoxybenzyl)amino)-2-(((3-methylpyridin-2-yl)methyl)amino)-[1,2,4]triazolo[1,5-c]pyrimidin-7-yl)benzonitrile COC1=CC=C(CN(C2=NC(=CC=3N2N=C(N3)NCC3=NC=CC=C3C)C=3C=C(C#N)C=CC3)CC3=CC=C(C=C3)OC)C=C1